2-methyl-N-(3-(5-(phenoxymethyl)benzofuran-7-yl)benzyl)propane-2-sulfinamide CC(C)(C)S(=O)NCC1=CC(=CC=C1)C1=CC(=CC=2C=COC21)COC2=CC=CC=C2